5-((7-methyl-6-oxo-6H-purin-1(7H)-yl)methyl)-1,3,4-oxadiazol-2(3H)-one CN1C=NC=2N=CN(C(C12)=O)CC1=NNC(O1)=O